ClC=1CCC=C2C=CCOC12 8-chloro-6H,7H-chromene